FC=1C=CC(=C(C1)C1N(C2CCC(C1)CC2)C2=NC(=NC(=C2)C)N)OC 4-(3-(5-fluoro-2-methoxyphenyl)-2-azabicyclo[3.2.2]nonan-2-yl)-6-methylpyrimidin-2-amine